Cl.N[C@H](C(=O)N[C@H](CCCC1=CC=CC=C1)B1OC(C(O1)(C)C)(C)C)CC(=O)N1CCOCC1 (S)-2-amino-4-morpholino-4-oxo-N-((S)-4-phenyl-1-(4,4,5,5-tetramethyl-1,3,2-dioxaborolan-2-yl)butyl)butanamide hydrochloride